BrC1=CC2=C(N(C=N2)CC(=O)NC)C=C1 (5-bromo-1H-benzo[d]imidazol-1-yl)-N-methylacetamide